C(C)(C)(C)OC(=O)N(C=1SC(=CN1)B(O)O)CC1=CC=C(C=C1)OC (2-((tert-butoxycarbonyl)(4-methoxybenzyl)amino)thiazol-5-yl)boronic acid